NC1=C(C(=NC(=C1C(=O)O)Br)Cl)F 4-Amino-2-bromo-6-chloro-5-fluoronicotinic acid